5-(2-chloro-3-fluorophenyl)-3-((pyrimidin-2-ylmethyl)amino)-4H-benzo[e][1,2,4]thiadiazine 1,1-dioxide ClC1=C(C=CC=C1F)C1=CC=CC2=C1NC(=NS2(=O)=O)NCC2=NC=CC=N2